IC1=CC(=NC=C1OC1=CC=CC=C1)O 4-iodo-5-phenoxy-pyridin-2-ol